ClC1=C(C(=CC=C1)[N+](=O)[O-])OCF 1-chloro-2-(fluoromethoxy)-3-nitro-benzene